(1R,2S)-2-fluoro-N-(5-(4-methyl-1H-pyrrolo[2,3-b]pyridin-5-yl)pyrazolo[1,5-a]pyridin-2-yl)cyclopropane-1-carboxamide F[C@@H]1[C@H](C1)C(=O)NC1=NN2C(C=C(C=C2)C=2C(=C3C(=NC2)NC=C3)C)=C1